3-Amino-7-fluoro-8-(4-fluoro-2-methoxyphenyl)-N-propylimidazo[1,2-a]pyridine-2-carboxamide NC1=C(N=C2N1C=CC(=C2C2=C(C=C(C=C2)F)OC)F)C(=O)NCCC